2-methylpiperidine-1-carboxylic acid benzyl ester C(C1=CC=CC=C1)OC(=O)N1C(CCCC1)C